Trans-(4-(2-chloro-5-(2,2-dichloro-3-(3,4-dichlorophenyl)cyclopropane-1-carboxamido)benzamido)-3-methylphenyl)carbamic acid tert-butyl ester C(C)(C)(C)OC(NC1=CC(=C(C=C1)NC(C1=C(C=CC(=C1)NC(=O)[C@@H]1C([C@H]1C1=CC(=C(C=C1)Cl)Cl)(Cl)Cl)Cl)=O)C)=O